phthalimidocopper(II) C1(C=2C(C(N1[Cu+])=O)=CC=CC2)=O